C(C)(C)(C)C1=CC=C(C=C1)C1=NC2=CC=CC(=C2C=N1)F 2-(4-tert-butylphenyl)-5-fluoroquinazoline